4-(2-chloro-4-fluorophenoxy)-8-methyl-5h,6h,7h,8h-pyrido[3,4-d]pyrimidine-7-carboxylic acid tert-butyl ester C(C)(C)(C)OC(=O)N1C(C=2N=CN=C(C2CC1)OC1=C(C=C(C=C1)F)Cl)C